3,8-diazabicyclo-[3.2.1]oct-6-ene C12CNCC(C=C1)N2